BrC1C(N=CS1)=O 5-bromothiazol-4(5H)-one